3-{[(5E)-3-[18F]Fluorotetradec-5-en-1-yl]Sulfanyl}propanoic acid [18F]C(CCSCCC(=O)O)C\C=C\CCCCCCCC